ClC1=C(C(=C(CNC(C(C)C)=O)C=C1)F)C=1NC(C=C(N1)C=1C=NC(=CC1)C#CC)=O N-(4-chloro-2-fluoro-3-{6-oxo-4-[6-(1-propynyl)pyridin-3-yl]-1,6-dihydropyrimidin-2-yl}benzyl)isobutyramide